(2S,3S)-1-HYDROXY-N,N-BIS(4-METHOXYBENZYL)-3-METHYLHEX-5-ENE-2-SULFONAMIDE OC[C@H]([C@H](CC=C)C)S(=O)(=O)N(CC1=CC=C(C=C1)OC)CC1=CC=C(C=C1)OC